C(CC)N(C(=O)N)CCC 1,1-dipropylurea